C1C=CC=2C=CC=3C=CC=CC3C21 cyclopentanaphthalene